F[C@H]1CN(C[C@H]1NC1=NN2C(C(=N1)OC)=C(C=C2)C=2C=C(C1=C(N(C(=N1)C)C(C)C)C2)F)C(C)=O 1-((3S,4R)-3-fluoro-4-((5-(4-fluoro-1-isopropyl-2-methyl-1H-benzo[d]imidazol-6-yl)-4-methoxypyrrolo[2,1-f][1,2,4]triazin-2-yl)amino)pyrrolidin-1-yl)ethan-1-one